4-((4-(2-((adamantan-1-yl)amino)ethyl)benzyl)thio)-2-(2,6-dioxopiperidin-3-yl)-5-fluoroisoindoline-1,3-dione C12(CC3CC(CC(C1)C3)C2)NCCC2=CC=C(CSC3=C1C(N(C(C1=CC=C3F)=O)C3C(NC(CC3)=O)=O)=O)C=C2